C1(CCC1)OC=1C=CC(=C(C1)N1CC2=CC=C(C=C2CC1)CC(C(=O)O)C)F 3-(2-(5-Cyclobutoxy-2-fluorophenyl)-1,2,3,4-tetrahydroisoquinolin-6-yl)-2-methylpropanoic acid